4,6-dimethyl-phenoxytitanium dichloride [Cl-].[Cl-].CC1=CC=C(O[Ti+2])C(=C1)C